dimyristyl hydrogen phosphite P(OCCCCCCCCCCCCCC)(OCCCCCCCCCCCCCC)O